CC1([C@@H]([C@H](CCC1)C)CCC(CCC)OC(C1=CC=CC=C1)=O)C 1-((1R,6S)-2,2,6-Trimethylcyclohexyl)hexan-3-ylbenzoat